3-((4-(3-(3-hydroxyprop-1-yn-1-yl)phenyl)piperazin-1-yl)methyl)cyclobutan-1-ol OCC#CC=1C=C(C=CC1)N1CCN(CC1)CC1CC(C1)O